3-(1-((4-chloro-2-nitrophenyl)amino)cyclobutyl)benzoic acid methyl ester COC(C1=CC(=CC=C1)C1(CCC1)NC1=C(C=C(C=C1)Cl)[N+](=O)[O-])=O